FC=1C(=C(C(=CC1)C(C)C)NC(=O)NS(=O)(=O)C=1SC=C(N1)C(C)(C)O)C(C)C N-(3-fluoro-2,6-diisopropylphenylcarbamoyl)-4-(2-hydroxypropan-2-yl)thiazole-2-sulfonamide